BrC1CC(C1)CO (3-Bromocyclobutyl)methanol